C(#N)C1=C(C=C(C=C1)NC1CCC(CC1)NC(=O)C=1C=2C=CNC2C=CC1)C(F)(F)F N-[(1s,4s)-4-{[4-cyano-3-(trifluoromethyl)phenyl]amino}cyclohexyl]-1H-indole-4-carboxamide